3-{3-methyl-1-[3-(4H-1,2,4-triazol-3-yl)-1,2,4-oxadiazol-5-yl]butyl}-1-[3-(2-oxoimidazolidin-1-yl)phenyl]urea CC(CC(C1=NC(=NO1)C1=NN=CN1)NC(NC1=CC(=CC=C1)N1C(NCC1)=O)=O)C